1-[Bis(dimethylamino)-methylene]-1H-1,2,3-triazolo[4,5-b]pyridinium 3-oxid hexafluorophosphate F[P-](F)(F)(F)(F)F.CN(C)C(=[N+]1N=[N+](C2=NC=CC=C21)[O-])N(C)C